6-Cyano-3-methyl-3-phenyl-2,3-dihydro-indol C(#N)C1=CC=C2C(CNC2=C1)(C1=CC=CC=C1)C